C(C(=C)C)(=O)C1(O)CC(O)(CC(O)(C1)C(C(=C)C)=O)C(C(=C)C)=O 1,3,5-Trimethacryloyl-phloroglucinol